BrC1=NN(C2=CC=CC=C12)[C@H]1[C@@H](CN(CC1)C(=O)OC(C)(C)C)F |r| Tert-Butyl rac-(3R,4R)-4-(3-bromoindazole-1-yl)-3-fluoro-piperidine-1-carboxylate